BrC(C1=NC(=CC=N1)C(Br)(Br)Br)(Br)Br 2,6-bis[tribromomethyl]pyrimidine